(E)-2-(2-(3-((4,7-dimethyl-1,4,7-triazonan-1-yl)methyl)-4-hydroxystyryl)-4H-chromen-4-ylidene)malononitrile CN1CCN(CCN(CC1)C)CC=1C=C(/C=C/C=2OC3=CC=CC=C3C(C2)=C(C#N)C#N)C=CC1O